2-trichloromethyl-5-(4-n-butoxystyryl)-1,3,4-oxadiazole ClC(C=1OC(=NN1)C=CC1=CC=C(C=C1)OCCCC)(Cl)Cl